C(C1=CC=CC=C1)[C@@H]1N(CC[C@H]1OC)C1=NC(=CC(=C1)N1CCOCC1)OCC1=CC=C(C=C1)OC |o1:7,11| 4-(2-((2S*,3R*)-2-benzyl-3-methoxypyrrolidin-1-yl)-6-((4-methoxybenzyl)oxy)pyridin-4-yl)morpholine